Cl.Cl.Cl.S(=O)(=O)(OCCCCCCCCCCCC)[O-].[Na+] Sodium dodecyl sulfate, trishydrochloride